NC1=C(C=C(C=C1C)C)C(C1=CC=CC=C1)C1=C(C=CC=C1)O ((2-amino-3,5-dimethylphenyl)(phenyl)methyl)phenol